tert-Butyl (S)-2-((6-methylpyridin-2-yl)carbamoyl)pyrrolidine-1-carboxylate CC1=CC=CC(=N1)NC(=O)[C@H]1N(CCC1)C(=O)OC(C)(C)C